Cl.CC1=CN=CC=2C=CC=C(C12)NC1CCNCC1 4-methyl-N-(piperidin-4-yl)isoquinolin-5-amine hydrochloride